COCOC1=C(C=C(C=C1)C=1SC=C(N1)CC(=O)NCC(=O)O)C (2-(2-(4-(METHOXYMETHOXY)-3-METHYLPHENYL)THIAZOL-4-YL)ACETYL)GLYCINE